N-(2-isobutoxy-4-(4,4,5,5-tetramethyl-1,3,2-dioxaborolan-2-yl)phenyl)ethanesulfonamide C(C(C)C)OC1=C(C=CC(=C1)B1OC(C(O1)(C)C)(C)C)NS(=O)(=O)CC